(4aS,11aR,12aS)-2-Acetoxy-7-butoxy-3-carbamoyl-1,10-bis(dimethylamino)-4a-hydroxy-4,6-dioxo-1,4a,11,11a,12,12a-hexahydro-5-naphthacenyl acetate C(C)(=O)OC=1[C@@]2(C(C(=C(C([C@@H]2C[C@@H]2CC3=C(C=CC(=C3C(C12)=O)OCCCC)N(C)C)N(C)C)OC(C)=O)C(N)=O)=O)O